6-[1-(cyclobutyl-methyl)-8-dimethylamino-2-oxo-8-phenyl-1,3-diazaspiro[4.5]decan-3-yl]-pyrimidine-4-carbonitrile C1(CCC1)CN1C(N(CC12CCC(CC2)(C2=CC=CC=C2)N(C)C)C2=CC(=NC=N2)C#N)=O